O[C@H](COC=1C=C(C=CC1)S(=O)(=O)NC)CNC1COC2(C1)CCN(CC2)S(=O)(=O)C=2C=C1C=CN(C1=CC2)C 3-((2S)-2-hydroxy-3-(8-(1-methyl-1H-indol-5-ylsulfonyl)-1-oxa-8-azaspiro[4.5]decan-3-ylamino)propoxy)-N-methylbenzenesulfonamide